N[C@H]1CS(C2=C(N(C1=O)CC1=CC=C(C=C1)OC1CCCC1)C=C(C(=C2)F)C2=NOC(=N2)C2CN(CC2)C(=O)OC)(=O)=O methyl 3-[3-[(3R)-3-amino-5-[[4-(cyclopentoxy)phenyl]methyl]-8-fluoro-1,1,4-trioxo-2,3-dihydro-1λ6,5-benzothiazepin-7-yl]-1,2,4-oxadiazol-5-yl]pyrrolidine-1-carboxylate